tert-butyl 2-(4-cyclopropyl-6-methoxypyrimidin-5-yl)-6,7-dihydropyrazolo[1,5-a]pyrimidine-4(5H)-carboxylate C1(CC1)C1=NC=NC(=C1C1=NN2C(N(CCC2)C(=O)OC(C)(C)C)=C1)OC